(E)-4-(3,5-Dimethoxystyryl)phenyl(9H-fluoren-9-yl)(S)-phenylphosphonate COC=1C=C(/C=C/C2=CC=C(C=C2)C=2C(=C(C=CC2)P([O-])([O-])=O)C2C3=CC=CC=C3C=3C=CC=CC23)C=C(C1)OC